Tetra(diethylphosphono)phenylethylene C(C)OP(=O)(OCC)C=1C(=C(C(=C(C1)C=C)P(=O)(OCC)OCC)P(=O)(OCC)OCC)P(=O)(OCC)OCC